(2S,3R,4R,5S)-1-(2,6-difluoro-4-isopropylphenethyl)-2-(hydroxymethyl)piperidine-3,4,5-triol FC1=C(CCN2[C@H]([C@H]([C@@H]([C@H](C2)O)O)O)CO)C(=CC(=C1)C(C)C)F